ClC1=NC2=C(C=C(C=C2C(=C1)Cl)C)C(C)=O 1-(2,4-Dichloro-6-methylquinolin-8-yl)ethan-1-one